3-Ethyl-3-[((2-ethylhexyl)oxy)methyl]oxetane C(C)C1(COC1)COCC(CCCC)CC